ethyl 6-(4-fluorophenyl)-5,6,7,8-tetrahydroimidazo[1,2-a]pyridine-2-carboxylate FC1=CC=C(C=C1)C1CCC=2N(C1)C=C(N2)C(=O)OCC